FC(C(=O)O)(F)F.N[C@H]1COCC[C@@H]1C1=C(C2=NC(=CC(=C2S1)NCC1=CC=CC=C1)Cl)Cl 2-((3R,4S)-3-aminotetrahydro-2H-pyran-4-yl)-N-benzyl-3,5-dichlorothieno[3,2-b]pyridin-7-amine trifluoroacetate